C(#N)C1=CC=2N(N=C1)C(=CC2)C2=CC(=C(C=N2)C2=NN=C(S2)N2[C@H]1[C@@H](C[C@@H]2CC1)NC(C)=O)NC(C)C N-((1R,2R,4S)-7-(5-(6-(3-cyanopyrrolo[1,2-b]pyridazin-7-yl)-4-(isopropylamino)pyridin-3-yl)-1,3,4-thiadiazol-2-yl)-7-azabicyclo[2.2.1]heptan-2-yl)acetamide